methylene(cyclopentadienyl)(tetramethyl-cyclopentadienyl)zirconium C=[Zr](C1(C(=C(C(=C1)C)C)C)C)C1C=CC=C1